(S)-(5-(1,4-dimethyl-1H-pyrazol-5-yl)-1,3,4-oxadiazol-2-yl)(4-(4-methylpyrazolo[1,5-a]pyridin-2-yl)-6,7-dihydro-1H-imidazo[4,5-c]pyridin-5(4H)-yl)methanone CN1N=CC(=C1C1=NN=C(O1)C(=O)N1[C@@H](C2=C(CC1)NC=N2)C2=NN1C(C(=CC=C1)C)=C2)C